L-4-bromophenylpyruvic acid BrC1=CC=C(C=C1)CC(C(=O)O)=O